t-butyl (R)-3-(sulfydrylmethyl)piperazin-1-carboxylate SC[C@H]1CN(CCN1)C(=O)OC(C)(C)C